O1CC(C1)OC=1C=CC=C(C(=O)[O-])C1 5-(oxetan-3-yloxy)benzoate